(S*)-1-(tert-butoxycarbonyl)-4-(4-(tert-butoxycarbonyl)cuban-1-yl)-6-(2-chloro-3,4-difluorophenyl)-2-(thiazol-2-yl)-1,6-dihydropyrimidine-5-carboxylic Acid C(C)(C)(C)OC(=O)N1C(=NC(=C([C@H]1C1=C(C(=C(C=C1)F)F)Cl)C(=O)O)C12C3C4C5(C3C1C5C24)C(=O)OC(C)(C)C)C=2SC=CN2 |o1:12|